(R/S)-4-(((R)-1-(3-(1,1-difluoro-2-hydroxy-2-methylpropyl)-2-fluorophenyl)ethyl)amino)-6-methoxy-2,6,8-trimethyl-6,8-dihydro-7H-pyrrolo[3,2-g]quinazolin-7-one FC(C(C)(C)O)(F)C=1C(=C(C=CC1)[C@@H](C)NC1=NC(=NC2=CC3=C(C=C12)[C@@](C(N3C)=O)(C)OC)C)F |&1:26|